N-(4-fluoro-5-(((2S,4R)-2-methyl-4-((6-((1-methylazetidin-3-yl)oxy)pyrimidin-4-yl)oxy)pyrrolidin-1-yl)methyl)thiazol-2-yl)acetamide FC=1N=C(SC1CN1[C@H](C[C@H](C1)OC1=NC=NC(=C1)OC1CN(C1)C)C)NC(C)=O